[4-(5-fluoro-3-isopropoxypyridin-2-yl)phenyl]methanol FC=1C=C(C(=NC1)C1=CC=C(C=C1)CO)OC(C)C